tert-butyl (1R,5S)-3-(7-bromo-8-fluoro-2-((tetrahydro-1H-pyrrolizin-7a(5H)-yl)methoxy)quinazolin-4-yl)-3,8-diazabicyclo[3.2.1]octane-8-carboxylate BrC1=CC=C2C(=NC(=NC2=C1F)OCC12CCCN2CCC1)N1C[C@H]2CC[C@@H](C1)N2C(=O)OC(C)(C)C